FC(SC=1C=C(CNC(=O)C=2OC=C(N2)C2=NC(=NC=C2C)NC2=CC=NN2C)C=CC1)F N-(3-((difluoromethyl)thio)benzyl)-4-(5-methyl-2-((1-methyl-1H-pyrazol-5-yl)amino)pyrimidin-4-yl)oxazole-2-carboxamide